C1(CC=CCC1)C1OCC2(CO1)COC(OC2)C2CC=CCC2 3,9-bis(3-cyclohexen-1-yl)-2,4,8,10-tetraoxaspiro[5.5]undecane